N[C@@H]1CC[C@H](N(C1)C(=O)OC(C)(C)C)C tert-butyl (2R,5R)-5-amino-2-methylpiperidine-1-carboxylate